C(C1=CC=CC=C1)OC1=C(SC=C1Br)C(=O)NC=1C=NC=CC1 3-benzyloxy-4-bromo-N-(pyridin-3-yl)thiophene-2-carboxamide